2-(methylsulfonyl)-5-phenoxyhexahydrocyclopenta[c]pyrrol CS(=O)(=O)N1CC2C(C1)CC(C2)OC2=CC=CC=C2